(3R,4S)-3-fluoro-1-[4-({5-[(2S)-1-hydroxypropan-2-yl]-8-[(2R,3S)-3-(methanesulfonyl-methyl)-2-methylazetidin-1-yl]isoquinolin-3-yl}amino)pyrimidin-2-yl]-4-methyl-piperidin-4-ol F[C@@H]1CN(CC[C@@]1(O)C)C1=NC=CC(=N1)NC=1N=CC2=C(C=CC(=C2C1)[C@@H](CO)C)N1[C@@H]([C@H](C1)CS(=O)(=O)C)C